tert-butyl 4-((3-(2-methyl-2H-indazol-6-yl)-4-oxo-3,4-dihydroquinazolin-7-yl)amino)piperidine-1-carboxylate CN1N=C2C=C(C=CC2=C1)N1C=NC2=CC(=CC=C2C1=O)NC1CCN(CC1)C(=O)OC(C)(C)C